NCCCC(F)(F)C1CCN(CC1)C(=O)OC(C)(C)C tert-butyl 4-(4-amino-1,1-difluorobutyl)piperidine-1-carboxylate